BrC1=NN(C2=NC=NC(=C21)N)C(C)(C)C 3-bromo-(1-tert-butyl)-1H-pyrazolo[3,4-d]pyrimidin-4-amine